3-((3aR*,7aR*)-3,3-difluoro-4-oxohexahydro-1H-pyrrolo[3,2-c]pyridin-5(6H)-yl)-2,2-dimethylpropanoic acid FC1(CN[C@H]2[C@@H]1C(N(CC2)CC(C(=O)O)(C)C)=O)F |o1:4,5|